CC1=CC=CC(=N1)C1=NC=CC(=N1)NC1=NC(=NC=C1)NC1=CC=C(C=C1)N1CCC(CC1)N1CCCC1 N4-[2-(6-methyl-2-pyridyl)pyrimidin-4-yl]-N2-[4-(4-pyrrolidin-1-yl-1-piperidyl)phenyl]pyrimidine-2,4-diamine